N-[6-[(8-chloro-3-methyl-1,5-dioxo-3-phenyl-2H-imidazo[1,5-a]pyridin-6-yl)amino]pyrimidin-4-yl]cyclopropanecarboxamide ethyl-1,4,5,6-tetrahydrocyclopenta[b]pyrrole-2-carboxylate C(C)OC(=O)C1=CC2=C(N1)CCC2.ClC2=C1N(C(C(=C2)NC2=CC(=NC=N2)NC(=O)C2CC2)=O)C(NC1=O)(C1=CC=CC=C1)C